C(C)(C)N1CCC(CC1)N1N=CC2=CC(=CC=C12)N 1-(1-isopropylpiperidin-4-yl)-1H-indazol-5-amine